(R)-3-((4,6-bis((3-(trifluoromethyl)phenyl)amino)-1,3,5-triazin-2-yl)amino)propane-1,2-diol FC(C=1C=C(C=CC1)NC1=NC(=NC(=N1)NC1=CC(=CC=C1)C(F)(F)F)NC[C@H](CO)O)(F)F